N1=C(C=CC=C1C1=C(C=CC(=C1)C)C=1C(=C(C=C(C1)C)C12CC3CC(CC(C1)C3)C2)[O-])C2=C(C=CC(=C2)C)C=2C(=C(C=C(C2)C)C23CC1CC(CC(C2)C1)C3)[O-].C[Hf+2]C Dimethylhafnium [2',2'''-(pyridine-2,6-diyl)bis(3-((3r,5r,7r)-adamantan-1-yl)-4',5-dimethyl-[1,1'-biphenyl]-2-olate)]